N-(2,4-difluorobenzyl)-2-(2,2-dimethoxyethyl)-9-hydroxy-1,8-dioxo-1,3,4,8-tetrahydro-2H-pyrido[1,2-a]pyrazine-7-carboxamide FC1=C(CNC(=O)C=2C(C(=C3N(CCN(C3=O)CC(OC)OC)C2)O)=O)C=CC(=C1)F